ClC=1C=CC(=C(C1)C=1N=C2N(C=CC=C2)C1C=1N=C2C=C(C=NC2=CC1)NCCN1CCN(CC1)C(C)C)F 6-[2-(5-chloro-2-fluoro-phenyl)imidazo[1,2-a]pyridin-3-yl]-N-[2-(4-isopropylpiperazin-1-yl)ethyl]-1,5-naphthyridin-3-amine